3-morpholino-5-(trifluoromethyl)pyridineformylhydrazine O1CCN(CC1)C=1C(=NC=C(C1)C(F)(F)F)C(=O)NN